FC=1C=CC2=C(CCO2)C1CNC1=NC=CC=2N1C=NC2S(=O)(=O)C N-((5-fluoro-2,3-dihydrobenzofuran-4-yl)methyl)-1-(methylsulfonyl)imidazo[1,5-c]pyrimidin-5-amine